COC=1C=C(C=CC1C)NC(=O)C1CCC(CC1)N1C(NC2=C1C=CC=C2NC(COC)=O)=O N-(3-methoxy-4-methylphenyl)-4-[4-(2-methoxyacetamido)-2-oxo-2,3-dihydro-1H-1,3-benzodiazol-1-yl]cyclohexane-1-carboxamide